5,6-dimethylisoindole CC1=CC2=CNC=C2C=C1C